ClC=1C(=C(C=CC1Cl)NC1=NC=NC2=CC(=C(C=C12)C(=O)[O-])OC)F 4-((3,4-dichloro-2-fluorophenyl) amino)-7-methoxyquinazoline-6-carboxylate